2-(6-(((1R,3S,4R,5R)-4-fluoro-1,8-dimethyl-8-azabicyclo[3.2.1]oct-6-en-3-yl)oxy)pyridazin-3-yl)-5-(4-fluoro-1H-pyrazol-1-yl)phenol F[C@H]1[C@H](C[C@@]2(C=C[C@H]1N2C)C)OC2=CC=C(N=N2)C2=C(C=C(C=C2)N2N=CC(=C2)F)O